2-(4-(2-((6-(pyridin-4-yl)benzo[d]thiazol-2-yl)amino)pyridin-4-yl)piperazin-1-yl)ethanol N1=CC=C(C=C1)C1=CC2=C(N=C(S2)NC2=NC=CC(=C2)N2CCN(CC2)CCO)C=C1